1-(4-ethoxypyridin-2-yl)3-butyn-2-one C(C)OC1=CC(=NC=C1)CC(C#C)=O